C(CCC)OC(CCCCCCCCCCCCCCCCC)=O n-Butyl-stearat